N-(1-(2-(1,1-difluoroethyl)-6-ethylpyrimidin-4-yl)-3-(hydroxymethyl)-1H-pyrrolo[3,2-c]pyridin-6-yl)acetamide FC(C)(F)C1=NC(=CC(=N1)N1C=C(C=2C=NC(=CC21)NC(C)=O)CO)CC